C1(CC1)CCCN1N=C(N=N1)C1=C(C(=O)NC2=CC=C(C=C2)I)C=CC=C1 [2-(3-cyclopropylpropyl)-2H-1,2,3,4-tetrazol-5-yl]-N-(4-iodophenyl)benzamide